3-{[2-(4-isopropylphenyl)imidazo[1,2-a]pyridin-3-yl]methyl}-3,6-diazabicyclo[3.1.1]heptane dihydrochloride Cl.Cl.C(C)(C)C1=CC=C(C=C1)C=1N=C2N(C=CC=C2)C1CN1CC2NC(C1)C2